CN1[C@H]2N(C3=C(C1)C=C(C=N3)C(F)(F)F)CCNC2 (S)-6-methyl-3-(trifluoromethyl)-5,6,6a,7,9,10-hexahydro-8H-pyrazino[1,2-a]pyrido[3,2-e]pyrimidin